tert-butyl N-[2-[2-[2-(2-allyloxyethoxy)ethoxy]ethoxy]ethyl]-N-tert-butoxycarbonyl-carbamate C(C=C)OCCOCCOCCOCCN(C(OC(C)(C)C)=O)C(=O)OC(C)(C)C